2-(2,4-dimethylcyclohex-3-en-1-yl)-5-methyl-1,3-dioxane-5-carbaldehyde CC1C(CCC(=C1)C)C1OCC(CO1)(C=O)C